OC(=O)C(F)(F)F.C(C1=CC=CC=C1)N(CCN1C2CC(CC1CC2)C=2C=C(C(=O)N)C=CC2)C(=O)C2(CC2)O 3-endo-(8-{2-[benzyl-(1-hydroxy-cyclopropanecarbonyl)amino]ethyl}-8-aza-bicyclo[3.2.1]oct-3-yl)-benzamide TFA salt